COC1=C(C=C(C=C1)[N+](=O)[O-])C1=CC=CC=C1 2-methoxy-5-nitro-1,1'-biphenyl